2,5-dichloro-4-(5-(cyclopropylmethyl)-1-methyl-1H-pyrazol-4-yl)pyrimidine ClC1=NC=C(C(=N1)C=1C=NN(C1CC1CC1)C)Cl